2-chloro-N-(3-((3-(2-fluorophenyl)-5-methyl-5,6-dihydropyrrolo[3,4-c]pyrazol-2(4H)-yl)methyl)phenyl)pyrimidin ClC1N(C=CC=N1)C1=CC(=CC=C1)CN1N=C2C(=C1C1=C(C=CC=C1)F)CN(C2)C